C1(=CC=CC2=CC=CC=C12)C1=CC=C(C=C1)C=1C=CC=2N(C3=CC=C(C=C3C2C1)C1=CC=C(C=C1)C1=CC=CC2=CC=CC=C12)C1=CC=CC=C1 3,6-bis-[4-(1-naphthyl)-phenyl]-9-phenyl-9H-carbazole